BrC1=CC(=C(C=C1)C1CCN(CC1)C(=O)OC(C)(C)C)Cl tert-butyl 4-(4-bromo-2-chlorophenyl)piperidine-1-carboxylate